tetradec-9,5-dien-1-yl acetate C(C)(=O)OCCCCC=CCCC=CCCCC